C(CC(C)C)NC(=O)C=1N=C2N(C=CC(=C2)C2=NOC(=N2)C(F)(F)F)C1 N-isopentyl-7-(5-(trifluoromethyl)-1,2,4-oxadiazol-3-yl)imidazo[1,2-a]pyridine-2-carboxamide